N-[(1S,2S)-2-Hydroxycyclohexyl]-4-(4-bromobenzyl)-pyrrolo[1,2-b]pyridazine-2-carboxamide O[C@@H]1[C@H](CCCC1)NC(=O)C=1C=C(C=2N(N1)C=CC2)CC2=CC=C(C=C2)Br